C(C1=CC=CC=C1)OC1=CC(=C(C=C1F)C1=CC=C2C(=NN(C2=C1)C1OCCCC1)I)CC (d)-6-(4-(benzyloxy)-2-ethyl-5-fluorophenyl)-3-iodo-1-(tetrahydro-2H-pyran-2-yl)-1H-indazole